ClC1=C(C(=CC=C1)F)N1C=2N(C3=C(C1=O)C=NC(=N3)NC3=CC=C1C(CN(CC1=C3)S(=O)(=O)N)(C)C)C=CN2 7-{[6-(2-chloro-6-fluorophenyl)-5-oxo-5,6-dihydroimidazo[1,2-a]pyrimido[5,4-e]pyrimidin-2-yl]amino}-4,4-dimethyl-3,4-dihydroisoquinoline-2(1H)-sulfonamide